C1(CCCCCC1)[C@H](NC(=O)C1=CC=NN1C)C=1N=C2N(N=C(C(=N2)CC2COC2)C[C@@H]2C(NC[C@@H](C2)C(F)(F)F)=O)C1 N-((S)-cycloheptyl(3-(oxetan-3-ylmethyl)-2-(((3R,5R)-2-oxo-5-(trifluoromethyl)piperidin-3-yl)methyl)imidazo[1,2-b][1,2,4]triazin-6-yl)methyl)-1-methyl-1H-pyrazole-5-carboxamide